2-(vinylthio)ethanol C(=C)SCCO